ClC=1C(=CC2=C([C@@H](C[C@@H](O2)C(=O)NC23CC(C2)(C3)N3N=CC(=C3)C3=NC=C(C=C3)C(F)(F)F)O)C1)F (2R,4R)-6-chloro-7-fluoro-4-hydroxy-N-(3-{4-[5-(trifluoromethyl)pyridin-2-yl]-1H-pyrazol-1-yl}bicyclo[1.1.1]pentan-1-yl)-3,4-dihydro-2H-1-benzopyran-2-carboxamide